1-(4-methylphenylpropyl)-3-(4-hydroxy-3-methoxybenzyl)thiourea CC1=CC=C(C=C1)CCCNC(=S)NCC1=CC(=C(C=C1)O)OC